C1(CC1)C=1C=CC(=C2CN(C(NC12)=O)C1CCC(CC1)C(=O)NC1=CC(=C(C=C1)C)OC)C (1s,4s)-4-(8-Cyclopropyl-5-methyl-2-oxo-1,2-dihydroquinazolin-3(4H)-yl)-N-(3-methoxy-4-methylphenyl)cyclohexanecarboxamide